tert-butyl 4-{4-[4-(5-chloro-3-{[ethyl(methyl)sulfamoyl]amino}-2-fluorophenyl)-3-(pyridin-4-yl)pyrazol-1-yl]phenyl}piperazine-1-carboxylate ClC=1C=C(C(=C(C1)C=1C(=NN(C1)C1=CC=C(C=C1)N1CCN(CC1)C(=O)OC(C)(C)C)C1=CC=NC=C1)F)NS(N(C)CC)(=O)=O